BrC(C)C1=NC(=CC=C1)Cl 2-(1-bromoethyl)-6-chloropyridine